FC=1C(=CC(=NC1)OC)C1=NC(=NN1)C(=O)N1[C@H]2CC(C[C@@H]1CC2)C(=O)NC2CCC(CC2)(C(F)(F)F)O (1r,3s,5s)-8-[5-(5-fluoro-2-methoxypyridin-4-yl)-1H-1,2,4-triazole-3-carbonyl]-N-[(1r,4r)-4-hydroxy-4-(trifluoromethyl)cyclohexyl]-8-azabicyclo[3.2.1]octane-3-carboxamide